2-(2,5-dihydro-1H-pyrrol-1-yl)-4,6-bis(trifluoromethyl)phenyl (4-fluorophenyl)(methyl-d3)carbamate FC1=CC=C(C=C1)N(C(OC1=C(C=C(C=C1C(F)(F)F)C(F)(F)F)N1CC=CC1)=O)C([2H])([2H])[2H]